BrC1=CC=C(C=N1)NC1=C(C=CC=C1[N+](=O)[O-])C 6-bromo-N-(2-methyl-6-nitro-phenyl)pyridin-3-amine